N1=C(C=CC=C1)C(=O)[C@H]1[C@H]2C=C[C@@H]([C@@H]1C=1SC=CC1)C2 (Pyridin-2-yl)[(1S,4R,5S,6S)-6-(thiophen-2-yl)bicyclo[2.2.1]hept-2-en-5-yl]methanone